1-(4-fluoro-4-piperidinyl)-N,N-dimethyl-methylamine HCl Cl.FC1(CCNCC1)CN(C)C